ClC1=C2C(C=C(NC2=CC=N1)C=1C(=NC(=C(C1)C)C(F)(F)F)N1CCC(CCC1)(F)F)=O 5-Chloro-2-[2-(4,4-difluoroazepan-1-yl)-5-methyl-6-(trifluoromethyl)-3-pyridinyl]-1H-1,6-naphthyridin-4-one